tert-butyl (5-hydroxy-3-methylpentyl)carbamate OCCC(CCNC(OC(C)(C)C)=O)C